(±)-trans-ethyl 2-(6-((1-(3,4-dichlorobenzyl)-3,7-dimethyl-2,6-dioxo-2,3,6,7-tetrahydro-1H-purin-8-yl)amino)pyridin-2-yl)cyclopropanecarboxylate ClC=1C=C(CN2C(N(C=3N=C(N(C3C2=O)C)NC2=CC=CC(=N2)[C@H]2[C@@H](C2)C(=O)OCC)C)=O)C=CC1Cl |r|